CC(C(=O)O)O.C(C(=O)OC)(=O)OC dimethyl oxalate methyl-glycolate